CC1=NC(=NC(=C1)C)NC(=O)NS(=O)(=O)C1=C(C(=O)OC2CCO2)C=CC=C1 4-oxetanyl 2-{N-[N-(4,6-dimethylpyrimidin-2-yl)-aminocarbonyl]-aminosulfonyl}-benzoate